FC(OC=1C=C(C(=NC1C)C(=O)OC)C)F methyl 5-(difluoromethoxy)-3,6-dimethylpicolinate